C(C)(C)OC=C isopropyl-vinylether